C(C)(=O)C1=NN(C2=C(C=C(C=C12)C=1C=NC(=NC1)C)C)CC(=O)N1[C@@H]2C[C@@]2(C[C@H]1C(=O)NCC1=NC=NC=C1)C (1R,3S,5R)-2-(2-(3-acetyl-7-methyl-5-(2-methylpyrimidin-5-yl)-1H-indazol-1-yl)acetyl)-5-methyl-N-(pyrimidin-4-ylmethyl)-2-azabicyclo[3.1.0]hexane-3-carboxamide